C1(CC1)C1=C2C(=NC(=C1)C(=O)N1[C@@H](C3=CC=CC=C3CC1)C)N(C(=N2)C2=C(C=C(C=C2)N2C[C@H](CC2)C(=O)OC)F)C Methyl (3S)-1-(4-{7-cyclopropyl-3-methyl-5-[(1R)-1-methyl-1,2,3,4-tetrahydroisoquinoline-2-carbonyl]-3H-imidazo[4,5-b]pyridin-2-yl}-3-fluorophenyl)pyrrolidine-3-carboxylate